8-octanal CCCCCCCC=O